monoglycerin palmitate C(CCCCCCCCCCCCCCC)(=O)O.OCC(O)CO